N-(5-(4-fluorobenzo[d][1,3]dioxol-5-yl)-1-(3-hydroxy-3-methylbutyl)-1H-pyrazolo[3,4-b]pyridin-3-yl)cyclobutanecarboxamide FC1=C(C=CC=2OCOC21)C=2C=C1C(=NC2)N(N=C1NC(=O)C1CCC1)CCC(C)(C)O